tert-Butyl 6-(4-(4-bromo-1H-imidazol-1-yl)-3-methoxyphenoxy)-2-azaspiro[3.3]heptane-2-carboxylate BrC=1N=CN(C1)C1=C(C=C(OC2CC3(CN(C3)C(=O)OC(C)(C)C)C2)C=C1)OC